trimethylolpropane tris(aziridinylpropionate) N1(CC1)C(C(=O)O)C.N1(CC1)C(C(=O)O)C.N1(CC1)C(C(=O)O)C.C(O)C(CC)(CO)CO